1-(3-(4-fluoro-3-nitrobenzamido)-4-(4-methylpiperazin-1-yl)phenyl)-N-(3-morpholinopropyl)-1H-1,2,3-triazole-4-carboxamide FC1=C(C=C(C(=O)NC=2C=C(C=CC2N2CCN(CC2)C)N2N=NC(=C2)C(=O)NCCCN2CCOCC2)C=C1)[N+](=O)[O-]